3-chloro-1-methylpyrrole-2-carboxamide ClC1=C(N(C=C1)C)C(=O)N